NC1=C2C(N(C(C2=CC(=C1)F)=O)C1ONOCC1)=O amino-2-(2,6-dioxapiperidin-3-yl)-6-fluoroisoindoline-1,3-dione